6-tert-butyldiphenylsilylgalactose [Si](C1=CC=CC=C1)(C1=CC=CC=C1)(C(C)(C)C)C([C@H]([C@@H]([C@@H]([C@H](C=O)O)O)O)O)O